ClC1=CC=C(S1)CC1=CC=CC(=N1)OC1CCN(CC1)CC1=NC=2C(=NC(=CC2)C(=O)O)N1C[C@H]1OCC1 2-{[4-({6-[(5-chlorothiophen-2-yl)methyl]pyridin-2-yl}oxy)piperidin-1-yl]methyl}-3-{[(2S)-oxetan-2-yl]methyl}-3H-imidazo[4,5-b]pyridine-5-carboxylic acid